(S)-quinuclidin-3-yl (6-(2,3-difluorophenyl)-2,2-dimethyl-1,2,3,4-tetrahydronaphthalen-1-yl)carbamate FC1=C(C=CC=C1F)C=1C=C2CCC(C(C2=CC1)NC(O[C@@H]1CN2CCC1CC2)=O)(C)C